BrC1=C(C=CC2=CC=CC=C12)C1=NC(=NC(=N1)C1=CC=CC=C1)C1=CC=CC=C1 (1-bromonaphthalen-2-yl)-4,6-diphenyl-1,3,5-triazine